3-((tert-Butyldimethylsilyloxy)propoxy)-3-nitro-2-(prop-1-en-2-yl)pyridine [Si](C)(C)(C(C)(C)C)OCCCOC1(C(N=CC=C1)C(=C)C)[N+](=O)[O-]